6-chloro-1-isopropyl-3-methylpyrazolo[3,4-d]pyrimidine ClC1=NC=C2C(=N1)N(N=C2C)C(C)C